C(CC)OC(=O)N1C2COCC1CN(C2)CC2=C(N=C1N2C=CC=C1)C1=CC=C(C=C1)Cl Propyl-7-{[2-(4-chlorophenyl)imidazo[1,2-a]pyridin-3-yl]methyl}-3-oxa-7,9-diazabicyclo[3.3.1]nonane-9-carboxylate